NC1=C2C(=NC=N1)N(N=C2)CC(=O)N2[C@@H](CCC2)C(=O)NC2=NC(=CC=C2)Br (S)-1-(2-(4-amino-1H-pyrazolo[3,4-d]pyrimidin-1-yl)acetyl)-N-(6-bromopyridin-2-yl)pyrrolidine-2-carboxamide